tert-butyl (3-((2-(2,6-dioxopiperidin-3-yl)-1,3-dioxoisoindolin-5-yl)amino)-3-oxopropyl)-(methyl)carbamate O=C1NC(CCC1N1C(C2=CC=C(C=C2C1=O)NC(CCN(C(OC(C)(C)C)=O)C)=O)=O)=O